C(C1=CC=CC=C1)NC(=O)C1(CCC2=CC=CC(=C12)F)CO N-benzyl-7-fluoro-1-(hydroxymethyl)indane-1-carboxamide